1-((tert-butyl-sulfinyl)imino)-5-methyl-1,3-dihydrospiro[indene-2,4'-piperidine]-1'-carboxylic acid tert-butyl ester C(C)(C)(C)OC(=O)N1CCC2(CC1)C(C1=CC=C(C=C1C2)C)=NS(=O)C(C)(C)C